C(C)(C)(C)C1=CC=C(C=C1)C1OC2=CC(=NC(NS(C=3C=CC=C(C(NCCC1)=O)C3)(=O)=O)=N2)C2=C(C=CC=C2C)C 10-(4-tert-butylphenyl)-6-(2,6-dimethylphenyl)-2,2-dioxo-9-oxa-2λ6-thia-3,5,14,21-tetrazatricyclo[14.3.1.14,8]henicosa-1(20),4(21),5,7,16,18-hexaen-15-one